1,3-diaminomethylcyclohexylamine NCC1(CC(CCC1)CN)N